BrC1(C(C=C(C=C1)[N+](=O)[O-])SC(C)C1=CC=CC=C1)C(C=O)=O 1-bromo-4-nitro-2-(1-phenylethylmercapto)benzeneethanedial